The molecule is a 1-(phosphoribosyl)imidazole, an imidazole-4-carboxylic acid and an aminoimidazole. It has a role as an Escherichia coli metabolite and a mouse metabolite. It is a conjugate acid of a 5-amino-1-(5-phosphonato-D-ribosyl)imidazole-4-carboxylate and a 5-amino-1-(5-phosphonato-D-ribosyl)imidazolium-4-carboxylate(2-). C1=NC(=C(N1[C@H]2[C@@H]([C@@H]([C@H](O2)COP(=O)(O)O)O)O)N)C(=O)O